CN(CC=CC(=O)N1CC(N(CC1)C1=CC=C(S1)CCNC(CC1=C(C(=O)N)C=CC=C1)=O)=O)C (2-((2-(5-(4-(4-(dimethylamino)but-2-enoyl)-2-oxopiperazin-1-yl)thiophen-2-yl)ethyl)amino)-2-oxoethyl)benzamide